(+/-)-(cis)-6-aminobicyclo[3.1.0]hexan-2-ol NC1C2CCC(C12)O